FC1=C(C=CC=C1)[C@H](C)N (1S)-1-(2-fluorophenyl)ethylamine